N2-(bicyclo[2.2.1]heptan-2-yl)-N7-((1r,3r)-3-hydroxycyclobutyl)-9-oxo-9H-fluorene-2,7-disulfonamide C12C(CC(CC1)C2)NS(=O)(=O)C2=CC=1C(C3=CC(=CC=C3C1C=C2)S(=O)(=O)NC2CC(C2)O)=O